COC1=CC=C(C=C1)C1=C(C=CC(=C1)\C=C\C)O 4-methoxy-phenyl-4-[(E)-prop-1-enyl]phenol